OCC(C)N(C)CC1=CC(=NC=C1)C=1C=C2CN(C(C2=CC1)=O)C1C(NC(CC1)=O)=O 3-(5-(4-(((1-hydroxypropan-2-yl)(methyl)amino)methyl)pyridin-2-yl)-1-oxoisoindolin-2-yl)piperidine-2,6-dione